Hex-3-yne-1,6-diol C(CC#CCCO)O